C(C)(C)(C)S(=O)N1C(C2(C1)CN(C2)S(=O)(=O)C2=CC=C(C)C=C2)C 2-(tert-Butylsulfinyl)-1-methyl-6-tosyl-2,6-diazaspiro[3.3]heptane